C(=O)C=1C(=CC(=NC1)C(=O)NC1=C(C(=CC=C1)C1=C2CC\C(\C2=CC=C1)=C/C1=CC(=C(C=C1)C=O)OC)C)OC (E)-5-formyl-N-(3-(1-(4-formyl-3-methoxybenzylidene)-2,3-dihydro-1H-inden-4-yl)-2-methylphenyl)-4-methoxypicolineamide